C(C)(C)(C)OC(N(C)CCOCCOCCOC12CC3(CC(CC(C1)C3)C2)CN2N=CC(=C2C)I)=O.C(CC)C2N(CCOC2)C=C Propyl-vinyl-morpholine tert-butyl-(2-(2-(2-((3-((4-iodo-5-methyl-1H-pyrazol-1-yl)methyl)adamantan-1-yl)oxy)ethoxy)ethoxy)ethyl)(methyl)carbamate